COC1=CC=C(C=C1)[C@@H](C)N(C\C=C\C1=CC=CC=C1)CCN1CCN(CC1)C (R,E)-N-(1-(4-methoxyphenyl)ethyl)-N-(2-(4-methylpiperazin-1-yl)ethyl)-3-phenylprop-2-en-1-amine